N-(3',5-difluoro-4'-methyl-biphenyl-2-yl)-3-trifluoromethyl-1-methyl-1H-Pyrazole-4-carboxamide FC=1C=C(C=CC1C)C1=C(C=CC(=C1)F)NC(=O)C=1C(=NN(C1)C)C(F)(F)F